6-(3-methoxy-1H-pyrazol-4-yl)-N-(2-(4-(((5-(trifluoromethyl)-1H-indol-2-yl)methyl)amino)butoxy)ethyl)-1H-indazol-4-amine COC1=NNC=C1C=1C=C(C=2C=NNC2C1)NCCOCCCCNCC=1NC2=CC=C(C=C2C1)C(F)(F)F